C1(=CC=CC=C1)C1=NC(=NC(=C1)C1=CC=CC=C1)N(N)C (E)-[(4,6-diphenylpyrimidin-2-yl)-methyl-hydrazine]